tert-butyl 3-((4-(4-amino-3-(4-phenoxyphenyl)-1H-pyrazolo[3,4-d]pyrimidin-1-yl)piperidin-1-yl)methyl)azetidine-1-carboxylate NC1=C2C(=NC=N1)N(N=C2C2=CC=C(C=C2)OC2=CC=CC=C2)C2CCN(CC2)CC2CN(C2)C(=O)OC(C)(C)C